C(CCCCCCC)C1=C(C=CC=C1)NC(=O)N N-(octylphenyl)urea